ClC1=C(C(=CC=C1)Cl)C1=CC2=C(N=C(N=C2)NC2=CC(=C(N=N2)OCCN2CCS(CC2)(=O)=O)CNC(OC(C)(C)C)=O)N(C1=O)C tert-butyl N-[[6-[[6-(2,6-dichlorophenyl)-8-methyl-7-oxo-pyrido[2,3-d]pyrimidin-2-yl]amino]-3-[2-(1,1-dioxo-1,4-thiazinan-4-yl)ethoxy]pyridazin-4-yl]methyl]carbamate